The molecule is a dihydroagarofuran sesquiterpenoid that is beta-dihydroagarofuran substituted by methylbutanoyloxy groups at positions 1 and 6, a hydroxy group at position 4, a benzoyloxy group at position 8, a furancarbonyloxy group at positon 9 and an acetyloxy group at position 13. Isolated from Euonymus nanoides, it exhibits cytotoxic activity. It has a role as a metabolite and an antineoplastic agent. It is a dihydroagarofuran sesquiterpenoid, a bridged compound, a cyclic ether, an acetate ester and a benzoate ester. It derives from a 3-furoic acid and a 2-methylbutyric acid. CCC(C)C(=O)O[C@H]1CC[C@]([C@]23[C@@]1([C@H]([C@H]([C@H]([C@H]2OC(=O)C(C)CC)C(O3)(C)C)OC(=O)C4=CC=CC=C4)OC(=O)C5=COC=C5)COC(=O)C)(C)O